F[C@H](C(=O)NC1=C(C=C(C=C1)NCC1=CC=C(C=C1)C(F)(F)F)N1CCCCC1)[C@@H](CCCC)F (2R,3R)-2,3-difluoro-N-(2-(piperidin-1-yl)-4-((4-(trifluoromethyl)benzyl)amino)phenyl)heptanamide